CC1(C=CC(C=C1)=O)C(Cl)(Cl)Cl 4-methyl-4-(trichloromethyl)-2,5-cyclohexadienone